OC[C@@H]1C=C[C@H]([C@@H](O1)C)O (2S,3r,6s)-6-(hydroxymethyl)-2-methyl-3,6-dihydro-2H-pyran-3-ol